tert-butyl 4-(1-(3-(2,6-bis(benzyloxy)pyridin-3-yl)-1-methyl-1H-indazol-6-yl)piperidin-4-yl)piperazine-1-carboxylate C(C1=CC=CC=C1)OC1=NC(=CC=C1C1=NN(C2=CC(=CC=C12)N1CCC(CC1)N1CCN(CC1)C(=O)OC(C)(C)C)C)OCC1=CC=CC=C1